1-((3S,4S)-4-((tert-butyldiphenylsilyl)oxy)tetrahydrofuran-3-yl)piperazine [Si](C1=CC=CC=C1)(C1=CC=CC=C1)(C(C)(C)C)O[C@H]1[C@H](COC1)N1CCNCC1